N-(5-(5-acetamidothiazol-4-yl)-1,3,4-thiadiazol-2-yl)-4-(2,6-dimethoxyphenyl)-3-(2-methoxyethoxy)-2-oxo-2H-pyran-6-carboxamide C(C)(=O)NC1=C(N=CS1)C1=NN=C(S1)NC(=O)C1=CC(=C(C(O1)=O)OCCOC)C1=C(C=CC=C1OC)OC